BrC1=CC=C(C=C1)C(\C=C\C1=CC=CC=C1)=O (E)-1-(4-bromophenyl)-3-phenylprop-2-en-1-one